FC1=CC=C(C(=O)N[C@@H](CC2=CC=CC=C2)C(=O)OC)C=C1 methyl (4-fluorobenzoyl)-L-phenylalaninate